CC=1C=CC=C2C=CC=C(C12)N1[C@@H]2C3=C(C[C@H](C1)C2)C(=NC(=N3)OC[C@H]3N(CCC3)C)N3C[C@@H](NCC3)CC#N 2-((S)-4-((6S,9S)-8-(8-methylnaphthalen-1-yl)-2-(((S)-1-methylpyrrolidin-2-yl)methoxy)-6,7,8,9-tetrahydro-5H-6,9-methanopyrimido[4,5-c]azepin-4-yl)piperazin-2-yl)acetonitrile